methyl (R)-piperidine-2-carboxylate hydrochloride Cl.N1[C@H](CCCC1)C(=O)OC